2-acetyloxybenzoic acid C(C)(=O)OC1=C(C(=O)O)C=CC=C1